isopropyl (trans-4-(5-(2-(N-(tert-butyl)sulfamoyl)-4-(2-(methyl amino)ethoxy)phenyl)thiazol-2-yl)cyclohexyl)carbamate C(C)(C)(C)NS(=O)(=O)C1=C(C=CC(=C1)OCCNC)C1=CN=C(S1)[C@@H]1CC[C@H](CC1)NC(OC(C)C)=O